COC([C@@](NC(=O)OC(C)(C)C)(CC1=CC(=C(C=C1)OC)I)C)=O (S)-N-Boc-3-iodo-O-methyl-alpha-methyl-tyrosine methyl ester